dimethyl 2-aminoterephthalate NC1=C(C(=O)OC)C=CC(=C1)C(=O)OC